C(C)(C)(C)OC(=O)N1C[C@H](CC1(C)C)CCC(NC1=NC(=CC=C1)S(N)(=O)=O)C1CCN(CC1)C(=O)OCC1=CC=CC=C1 Benzyl 4-[3-[(3S)-1-tert-butoxycarbonyl-5,5-dimethyl-pyrrolidin-3-yl]-1-[(6-sulfamoyl-2-pyridyl)amino]propyl]piperidine-1-carboxylate